8-cyclopentyl-2-((2,2-difluoroethyl)amino)-7-oxo-7,8-dihydropterin C1(CCCC1)N1C(C=NC=2C(NC(NC12)(N)NCC(F)F)=O)=O